9-bromo-3-(2,6-difluoro-3,5-dimethoxyphenyl)-1-methyl-7-{[2-(trimethylsilyl)ethoxy]methyl}-1,3,4,7-tetrahydro-2H-pyrrolo[3',2':5,6]pyrido[4,3-d]pyrimidin-2-one BrC1=CN(C2=C1C=1N(C(N(CC1C=N2)C2=C(C(=CC(=C2F)OC)OC)F)=O)C)COCC[Si](C)(C)C